C(C)OC(C)C1=C(C=C(C=C1)C)N1C(SCC1=O)=N 3-(2-(1-ethoxyethyl)-5-methylphenyl)-2-iminothiazolidin-4-one